bis(4-(4-amino-3-hydroxyphenoxy)phenyl)propane NC1=C(C=C(OC2=CC=C(C=C2)C(C)(C)C2=CC=C(C=C2)OC2=CC(=C(C=C2)N)O)C=C1)O